C(C1=CC=CC=C1)N1C(=NC(=C1)C1=C(C=CC(=C1)F)F)[C@@H](C(C)(C)C)N(C(CO)=O)CN1CC(CC1)C(=O)NCCN1C(C=CC1=O)=O {[{(1R)-1-[1-benzyl-4-(2,5-difluorophenyl)-1H-imidazol-2-yl]-2,2-dimethylpropyl}(glycoloyl)amino]methyl}-N-[2-(2,5-dioxo-2,5-dihydro-1H-pyrrol-1-yl)ethyl]pyrrolidine-3-carboxamide